(Thiophen-2-ylmethyl)glycine ethyl ester C(C)OC(CNCC=1SC=CC1)=O